methane-d3-ol-d C(O[2H])([2H])([2H])[2H]